methyl (S)-2-amino-3-[4-(2,3-dimethylpyridin-4-yl)-phenyl]-propionate dihydrochloride Cl.Cl.N[C@H](C(=O)OC)CC1=CC=C(C=C1)C1=C(C(=NC=C1)C)C